N-((S)-2-cyano-1-(4-(ethylsulfonyl)phenyl)ethyl)-4-((2S,4S)-4-(difluoromethoxy)-2-((difluoromethoxy)methyl)pyrrolidin-1-yl)benzamide C(#N)C[C@@H](C1=CC=C(C=C1)S(=O)(=O)CC)NC(C1=CC=C(C=C1)N1[C@@H](C[C@@H](C1)OC(F)F)COC(F)F)=O